ClC1=CC=C(C=C1)C1=CC=C(N1C1=C(C=CC=C1)C(F)(F)F)C1=CC=C(S1)C(=O)NCCN(C)C 5-[5-(4-chlorophenyl)-1-[2-(trifluoromethyl)phenyl]pyrrol-2-yl]-N-[2-(dimethylamino)ethyl]-thiophene-2-carboxamide